FC1=C(C=CC=2[C@@H](C3=C(SCC21)C=CC=C3)N3N2C(C(N1[C@H]3C=3N(CC1)N=NC3)=O)=C(C(C=C2)=O)O)F |&1:21| rac-(R)-14-((S)-7,8-difluoro-6,11-dihydrodibenzo[b,e]thiepin-11-yl)-9-hydroxy-5,6,14,14a-tetrahydro-[1,2,3]triazolo-[5',1':3,4]pyrazino[2,1-c]pyrido[2,1-f][1,2,4]triazine-8,10-dione